FC=1C=CC=C(C1C(NC1=NC=C(C=C1)C)=O)C=1N=NNN1 3-fluoro-4-((5-methylpyridin-2-yl)carbamoyl)-5-(2H-tetrazol-5-yl)benzene